BrCC=1C2=C(SC1C(=O)NCCC(=O)OC)C=C(C(=C2)OC)OC Methyl 3-(3-(bromomethyl)-5,6-dimethoxybenzo[b]thiophene-2-carboxamido)propanoate